p-octyl-bromobenzene C(CCCCCCC)C1=CC=C(C=C1)Br